[4-({(2-cyanobenzyl)[1-(tetrahydro-2H-pyran-2-yl)-1H-indazol-6-yl]amino}carbonyl)-1,5-dimethyl-1H-pyrrol-2-yl]-4-nitrobenzoic acid C(#N)C1=C(CN(C(=O)C=2C=C(N(C2C)C)C2=C(C(=O)O)C=CC(=C2)[N+](=O)[O-])C2=CC=C3C=NN(C3=C2)C2OCCCC2)C=CC=C1